C(C)(C)(C)OC(NC1=CNC2=CC=C(C=C12)CC1=CC(=CC(=C1)F)F)=O (5-(3,5-Difluorobenzyl)-1H-indol-3-yl)carbamic acid tert-butyl ester